(5Z)-5-(dimethylaminomethylene)-2,2-dimethyl-tetrahydropyran-4-one CN(C)\C=C\1/C(CC(OC1)(C)C)=O